COC=1C(=CC2=CN(N=C2C1)C1CCC2(COC(N2C)=O)CC1)C(=O)NC=1C(N(C=CC1)C)=O 6-methoxy-N-(1-methyl-2-oxo-1,2-dihydropyridin-3-yl)-2-((5r,8r)-1-methyl-2-oxo-3-oxa-1-azaspiro[4.5]dec-8-yl)-2H-indazole-5-carboxamide